16,17-dimethoxydinaphtho[1,2,3-cd:3',2',1'-lm]perylene-5,10-dione COC=1C=C2C=3C(=CC=C4C5=CC=C6C7=C(C=C(C(C1C43)=C75)OC)C=7C=CC=CC7C6=O)C(C6=CC=CC=C62)=O